N1C=NC2=C1C=CC(=C2)N2C([C@@H]([C@@H]2C2=C(C=C(C=C2F)C2=NN(C=C2)C(F)(F)F)F)C2CC2)=O (3R,4R)-1-(1H-benzo[d]imidazol-5-yl)-3-cyclopropyl-4-(2,6-difluoro-4-(1-(trifluoromethyl)-1H-pyrazol-3-yl)phenyl)azetidin-2-one